3-(1-aminoethyl)-5-(piperazin-1-yl)-2,3-dihydro-1,4-benzodioxine NC(C)C1OC2=C(OC1)C=CC=C2N2CCNCC2